1,3-Dimethyl-1H-pyrazolo[3,4-b]pyridine-4,6(5H,7H)-dione CN1N=C(C2=C1NC(CC2=O)=O)C